ClC1=C(C(=O)P(C2=CC=CC=C2)(C(C2=C(C=CC=C2Cl)Cl)=O)=O)C(=CC=C1)Cl bis(2,6-dichlorobenzoyl)phenyl-phosphine oxide